CC1=NC(=CC(=N1)NC1=NN2C(C=C(C=C2)C2=C(C=NC(=C2)OC(C)C)OCC(C#N)(C)C)=C1)C 3-[[4-[2-[(2,6-dimethylpyrimidin-4-yl)amino]pyrazolo[1,5-a]pyridin-5-yl]-6-isopropoxy-3-pyridyl]oxy]-2,2-dimethyl-propanenitrile